FC=1C(=NC(=NC1)N[C@@H]1CC[C@H](CC1)C(=O)N)C1=CC(=NC=C1)C1(CCC1)O trans-4-((5-fluoro-4-(2-(1-hydroxycyclobutyl)pyridin-4-yl)pyrimidin-2-yl)amino)cyclohexane-1-carboxamide